3-[6-[4-[(4-fluoro-4-piperidyl)methyl]-1-piperidyl]pyrimidin-4-yl]-5-(1-methylcyclopropoxy)-2H-indazole FC1(CCNCC1)CC1CCN(CC1)C1=CC(=NC=N1)C=1NN=C2C=CC(=CC12)OC1(CC1)C